COC=1C=C(C=CC1)C(C)N=C=O 1-(3-methoxyphenyl)ethylisocyanat